N(=[N+]=[N-])C[C@H]1OC(O[C@@H]1CN=[N+]=[N-])(C)C (4R,5R)-4,5-bis(azidomethyl)-2,2-dimethyl-1,3-dioxolane